N[C@@H]1C2=CC=CC=C2CC12CCN(CC2)C=2N(C(C1=C(N2)NN=C1C1(CCC1)C1=CC=CC=C1)=O)C (S)-6-(1-amino-1,3-dihydrospiro[indene-2,4'-piperidin]-1'-yl)-5-methyl-3-(1-phenylcyclobutyl)-1,5-dihydro-4H-pyrazolo[3,4-d]pyrimidin-4-one